(S)-N-(7-((3-Hydroxyoxetan-3-yl)ethynyl)-5-methyl-4-oxo-2,3,4,5-tetrahydrobenzo[b][1,4]oxazepin-3-yl)-4-((6-methylpyridin-3-yl)oxy)picolinamid OC1(COC1)C#CC1=CC2=C(OC[C@@H](C(N2C)=O)NC(C2=NC=CC(=C2)OC=2C=NC(=CC2)C)=O)C=C1